BrC=1C=C(O[C@H]2C[C@](N(C2)C(=O)OC(C)(C)C)(C(=O)OC)C)C=CC1 O1-tert-butyl O2-methyl (2S,4S)-4-(3-bromophenoxy)-2-methyl-pyrrolidine-1,2-dicarboxylate